N-[3-(dimethylamino)propyl]oleamide CCCCCCCC/C=C/CCCCCCCC(=O)NCCCN(C)C